BrC=1NC2=CC=CC=C2C1C1=N[C@H]([C@@H](NC1=O)C1=CC=CC=C1)C1=CC=CC=C1 2-bromo-3-((5S,6S)-3-oxo-5,6-diphenyl-3,4,5,6-tetrahydropyrazin-2-yl)-1H-indole